O(C1=CC=CC=C1)P(=O)(OC1=CC=CC=C1)CC(=O)O[C@@H]1[C@@H](O[C@H](C=C1)CC=C)\C(\C)=C\[C@H]([C@@H](C)O[Si](C(C)C)(C(C)C)C(C)C)C (2S,3S,6S)-6-allyl-2-((4R,5R,E)-4-methyl-5-((triisopropylsilyl)oxy)hex-2-en-2-yl)-3,6-dihydro-2H-pyran-3-yl 2-(diphenoxyphosphoryl)acetate